C1(O)C(C(O)=CC=C1)(C(=O)O)[2H] resorcinolic acid-2-d